Cl.N[C@H](C(=O)OC)CO (S)-methyl 2-amino-3-hydroxypropanoate hydrochloride